N-(3,5-difluoro-4-isopropylbenzylidene)-2-methylpropane-2-sulfinamide FC=1C=C(C=NS(=O)C(C)(C)C)C=C(C1C(C)C)F